C(=O)(C(C(C(C(C(C(C(C(C(C(F)(F)F)(F)F)(F)F)(F)F)(F)F)(F)F)(F)F)(F)F)(F)F)(F)F)O The molecule is a fluoroalkanoic acid that is perfluorinated undecanoic acid. It has a role as a xenobiotic and an environmental contaminant. It derives from an undecanoic acid.